CN(C1=NC(=CC=C1NC(CC1=CC(=C(C=C1)F)F)=O)NCC1=CC=C(C=C1)F)C N-[2-Dimethylamino-6-(4-fluoro-benzylamino)-pyridin-3-yl]-2-(3,4-difluoro-phenyl)-acetamide